1-(4-{[tert-butyl(dimethyl)silyl]oxy}phenyl)ethan-1-one [Si](C)(C)(C(C)(C)C)OC1=CC=C(C=C1)C(C)=O